2-(2-(2-(1,1-difluoroethyl)imidazo[2,1-b][1,3,4]thiadiazol-6-yl)-6-methoxypyrazolo[1,5-a]pyridin-4-yloxy)-N-methylacetamide FC(C)(F)C1=NN2C(S1)=NC(=C2)C2=NN1C(C(=CC(=C1)OC)OCC(=O)NC)=C2